N-((5-(difluoromethoxy)-6-((3-methylisoxazol-5-yl)methoxy)-1-tosyl-1H-indol-2-yl)methyl)-1-methylcyclopropane-1-carboxamide FC(OC=1C=C2C=C(N(C2=CC1OCC1=CC(=NO1)C)S(=O)(=O)C1=CC=C(C)C=C1)CNC(=O)C1(CC1)C)F